copper-vanadium-molybdenum oxygen [O].[Mo].[V].[Cu]